tert-butyl 2-methyl-9-(((trifluoromethyl) sulfonyl) oxy)-3-azaspiro[5.5]undec-8-ene-3-carboxylate CC1CC2(CCN1C(=O)OC(C)(C)C)CC=C(CC2)OS(=O)(=O)C(F)(F)F